(+/-)-4-[2-(2-methoxy-3-pyridyl)-5,5-dimethyl-azepan-1-yl]-6-methyl-pyrimidin-2-amine COC1=NC=CC=C1[C@@H]1N(CCC(CC1)(C)C)C1=NC(=NC(=C1)C)N |r|